N-((5-(5-(difluoromethyl)-1,3,4-oxadiazol-2-yl)thiazol-2-yl)methyl)-N-(pyridin-3-yl)ethanesulfonamide FC(C1=NN=C(O1)C1=CN=C(S1)CN(S(=O)(=O)CC)C=1C=NC=CC1)F